Cl.C(#N)C1=CC=C(C=N1)C1=C(C(=NC=C1C1=CC(=C(C=C1)OC)O)N1CCC(CC1)NCC1=C(C=C(C=C1)/C=C/C(=O)NO)F)F (E)-3-(4-(((1-(6-Cyano-3'-fluoro-5'-(3-hydroxy-4-methoxyphenyl)-[3,4'-bipyridin]-2'-yl)piperidin-4-yl)amino)methyl)-3-fluorophenyl)-N-hydroxyacrylamide hydrochloride